ClC1=NC(=C2N=CN(C2=N1)[C@@H]1SC[C@H]([C@H]1O)O)NC1CCCCC2=C1C=CC=C2 (2R,3R,4S)-2-(2-chloro-6-((6,7,8,9-tetrahydro-5H-benzo[7]annulen-5-yl)amino)-9H-purin-9-yl)tetrahydrothiophene-3,4-diol